C(C)(C)(C)C1(C=2OC(C=3SC(=CC3C2COC1)B(O)O)=O)O (10-tert-butyl-10-hydroxy-7-oxo-8,12-dioxa-5-thiatricyclo[7.4.0.02,6]trideca-1(9),2(6),3-trien-4-yl)boronic acid